C[C@@H]1CO1 (R)-(+)-1,2-propylene oxide